OCC1(CCN(CC1)C1=C(C=CC=C1)NS(=O)(=O)C1=CC=C(C=C1)S(=O)(=O)N(C)C)C N1-(2-(4-(hydroxymethyl)-4-methylpiperidin-1-yl)phenyl)-N4,N4-dimethylbenzene-1,4-disulfonamide